tert-Butyl N-[2-[6-[6-cyano-2-(2-methyl-5-phenylpyrazol-3-yl)oxypyridin-3-yl]pyridin-3-yl]ethyl]carbamate C(#N)C1=CC=C(C(=N1)OC=1N(N=C(C1)C1=CC=CC=C1)C)C1=CC=C(C=N1)CCNC(OC(C)(C)C)=O